CS(=O)(=O)[O-].C(CC)[NH+]1CC(CCC1)CCCC 1-Propyl-3-butylpiperidinium methansulfonat